(difluoromethyl)-2-(4-((2,2-dimethyltetrahydro-2H-pyran-4-yl)amino)pyrido[3,4-d]pyridazin-1-yl)phenol FC(F)C=1C(=C(C=CC1)O)C1=C2C(=C(N=N1)NC1CC(OCC1)(C)C)C=NC=C2